3α-Acetoxy-6α-ethyl-7α-hydroxy-5β-cholan-24-oic acid C(C)(=O)O[C@H]1C[C@H]2[C@H]([C@H]([C@H]3[C@@H]4CC[C@H]([C@@H](CCC(=O)O)C)[C@]4(CC[C@@H]3[C@]2(CC1)C)C)O)CC